Alpha-(hydroxymethyl)serine OCC(N)(CO)C(=O)O